IC1=CC=NC2=C1OC[C@H]1N2CC2(C1)CC2 (S)-4'-iodo-6a',7'-dihydro-6'H,9'H-spiro[cyclopropane-1,8'-pyrido[3,2-b]pyrrolo[1,2-d]-[1,4]oxazine]